C(C)(C)(C)[Si](C)(C)C#C t-butyl-(ethynyl)dimethylsilane